4-(3-(3-chloro-4-methylphenoxy)-5-methylphenyl)-N-ethyl-6-methyl-7-oxo-6,7-dihydro-1H-pyrrolo[2,3-c]pyridine-2-carboxamide ClC=1C=C(OC=2C=C(C=C(C2)C)C=2C3=C(C(N(C2)C)=O)NC(=C3)C(=O)NCC)C=CC1C